2-(3-((2-butyl-6-chloro-1H-benzo[d]imidazol-1-yl)methyl)-1H-indol-1-yl)-N-(4,5-dimethylisoxazol-3-yl)benzenesulfonamide C(CCC)C1=NC2=C(N1CC1=CN(C3=CC=CC=C13)C1=C(C=CC=C1)S(=O)(=O)NC1=NOC(=C1C)C)C=C(C=C2)Cl